NC1=NC=2C(=CC=CC2C=2N1C=C(N2)C(=O)NCC2=CC(=CC=C2)N2CCN(CC2)C2=CC=C(C=C2)OCCOC)F 5-amino-7-fluoro-N-(3-(4-(4-(2-methoxyethoxy)phenyl)piperazin-1-yl)benzyl)imidazo[1,2-c]quinazoline-2-carboxamide